7-(tert-butoxycarbonyl)-1-oxa-2,7-diazaspiro[4.5]dec-2-ene-3-carboxylic acid C(C)(C)(C)OC(=O)N1CC2(CC(=NO2)C(=O)O)CCC1